FC(C1=NC(=NO1)C=1C=C2CCC(C2=CC1)NC(=O)C1=C(N=C(O1)C)C)F N-(5-(5-(difluoromethyl)-1,2,4-oxadiazol-3-yl)-2,3-dihydro-1H-inden-1-yl)-2,4-dimethyloxazole-5-carboxamide